N-[1-[[(3-amino-3-oxo-propyl)-[(2S)-2-chloro-2-fluoro-acetyl]amino]carbamoyl]-3-methyl-butyl]-1H-indole-2-carboxamide NC(CCN(C([C@@H](F)Cl)=O)NC(=O)C(CC(C)C)NC(=O)C=1NC2=CC=CC=C2C1)=O